C(C1CO1)C(C(C)O)(O)CC1CO1 diglycidyl-1,2-propanediol